(1-(3-Bromophenyl)cyclopropyl)-4-tosylpiperazine BrC=1C=C(C=CC1)C1(CC1)N1CCN(CC1)S(=O)(=O)C1=CC=C(C)C=C1